C1(CC1)N1C(C(=CC=C1)NC(=O)C=1C(=NC=2N(C1)C=C(N2)C21OCC(C2)(C1)C)OC(C)C)=O N-(1-cyclopropyl-2-oxo-1,2-dihydropyridin-3-yl)-7-isopropoxy-2-(4-methyl-2-oxabicyclo[2.1.1]hexan-1-yl)imidazo[1,2-a]pyrimidine-6-carboxamide